BrC=1C=C2C(=CN(C2=CC1)CCOC1CCOCC1)CC(CO)(C)C 5-bromo-3-(3-hydroxy-2,2-dimethylpropyl)-1-[2-(oxan-4-yloxy)ethyl]indol